Cl.BrC1=CC=CC(=N1)NC(=O)[C@@H]1[C@@H]2C[C@@H]2CN1 (1R,2S,5S)-N-(6-bromopyridin-2-yl)-3-azabicyclo[3.1.0]hexane-2-carboxamide hydrochloride